The molecule is an L-phenylalanine derivative obtained by trimethylation of the amino function of L-phenylalanine. It is a phenylalanine betaine and a L-phenylalanine derivative. It is an enantiomer of a D-phenylalanine betaine. C[N+](C)(C)[C@@H](CC1=CC=CC=C1)C(=O)[O-]